6-hydroxy-4-{[1-(3-methoxybenzyl)-1H-1,2,3-triazol-4-yl]methyl}-5-oxo-4,5-dihydrothieno[3,2-b]pyridine-7-carboxylic acid OC1=C(C2=C(N(C1=O)CC=1N=NN(C1)CC1=CC(=CC=C1)OC)C=CS2)C(=O)O